[OH-].C(CCC)[N+](CC(C)C)(CCCC)CCCC tri-n-butylisobutylammonium hydroxide